CC1CCN(CC1)CC1=CC(=NC=C1)C=1C=C2CN(C(C2=CC1)=O)C1C(NC(CC1)=O)=O 3-(5-(4-((4-methylpiperidin-1-yl)methyl)pyridin-2-yl)-1-oxoisoindolin-2-yl)piperidine-2,6-dione